butyl 3-formylcyclobutanecarboxylate C(=O)C1CC(C1)C(=O)OCCCC